3-((7-(dimethoxymethyl)-1,2,3,4-tetrahydro-2,4-methylene-1,8-naphthyridin-6-yl)methyl)-1,3-oxazepan-2-one COC(C1=C(C=C2C3CC(NC2=N1)C3)CN3C(OCCCC3)=O)OC